(R)-N-((S)-1-(3-fluoro-5-methoxyphenyl)-2-hydroxyethyl)-2-(6-(5-methyl-2-((tetrahydro-2H-pyran-4-yl)amino)pyrimidin-4-yl)-4-oxopyrrolo[2,1-f][1,2,4]triazin-3(4H)-yl)propionamide FC=1C=C(C=C(C1)OC)[C@@H](CO)NC([C@@H](C)N1C=NN2C(C1=O)=CC(=C2)C2=NC(=NC=C2C)NC2CCOCC2)=O